CC1=C(C(=C(C=O)C(=C1F)F)F)F 4-methyl-2,3,5,6-tetrafluorobenzaldehyde